8-(4-chloro-3-fluoro-phenyl)-1,4-dioxaspiro[4.5]decane ClC1=C(C=C(C=C1)C1CCC2(OCCO2)CC1)F